5-(4-((4-(4-amino-3-(4-phenoxyphenyl)-1H-pyrazolo[3,4-d]pyrimidin-1-yl)cyclohexyl)methyl)Piperazin-1-yl-2,2,3,3,5,5,6,6-d8)-2-(2,6-dioxopiperidin-3-yl)-6-fluoroisoindol NC1=C2C(=NC=N1)N(N=C2C2=CC=C(C=C2)OC2=CC=CC=C2)C2CCC(CC2)CN2C(C(N(C(C2([2H])[2H])([2H])[2H])C2=CC1=CN(C=C1C=C2F)C2C(NC(CC2)=O)=O)([2H])[2H])([2H])[2H]